(S)-8-methoxy-3-(1-(3-(4-methoxyphenyl)-1,2,4-oxadiazol-5-yl)ethyl)-2H-pyrido[2,3-e][1,3]oxazine-2,4(3H)-dione COC1=CC=NC=2C(N(C(OC21)=O)[C@@H](C)C2=NC(=NO2)C2=CC=C(C=C2)OC)=O